2-(4,7-dioxabicyclo[3.2.1]octan-5-yl)-6-iodo-7-isopropoxy-imidazo[1,2-a]pyrimidine C12CCOC(CO1)(C2)C=2N=C1N(C=C(C(=N1)OC(C)C)I)C2